CCC(CCCCCC(=O)[O-])C(=O)[O-] octane-3,8-dicarboxylate